2-methyl-5-((((R)-1-methylpyrrolidin-2-yl)methyl)amino)-N-((R)-1-(naphthalen-1-yl)ethyl)benzamide CC1=C(C(=O)N[C@H](C)C2=CC=CC3=CC=CC=C23)C=C(C=C1)NC[C@@H]1N(CCC1)C